P(=O)(O)(O)CC(=O)N[C@@H](CC(=O)[O-])C(=O)[O-] N-(phosphonoacetyl)-L-aspartate